ClC=1C=CC(=C(CCN2C[C@@H](C([C@@H](C2)O)O)O)C1)F (3S,4r,5R)-1-(5-chloro-2-fluorophenethyl)piperidine-3,4,5-triol